C(CCC)N1N=NN=C1C(C=1C=C(C=CC1)O)N1CCN(CC1)C1=C(C=CC=C1)F 3-((1-butyl-1H-tetrazol-5-yl)(4-(2-fluorophenyl)piperazin-1-yl)methyl)phenol